N-((3aR,4R,5R,7R,7aS)-2-(4-cyano-2-fluoro-3-(trifluoromethyl)phenyl)-4,7-dimethyl-1,3-dioxooctahydro-1H-4,7-epoxyisoindol-5-yl)ethanesulfonamide C(#N)C1=C(C(=C(C=C1)N1C([C@@H]2[C@]3(C[C@H]([C@@]([C@@H]2C1=O)(O3)C)NS(=O)(=O)CC)C)=O)F)C(F)(F)F